tert-butyl (4-carbamoyl-4-fluorocyclohexyl)carbamate C(N)(=O)C1(CCC(CC1)NC(OC(C)(C)C)=O)F